ClC=1C2=C(C=NC1N(C1CCOCC1)C)C(=NN2C)C=2C(=C(C(=C(C2)C(F)(F)F)F)O)F 3-(7-Chloro-1-methyl-6-(methyl(tetrahydro-2H-pyran-4-yl)amino)-1H-pyrazolo[4,3-c]pyridin-3-yl)-2,6-difluoro-5-(trifluoromethyl)phenol